Cl.NC/C(/CN1OC2=C(C(N(CC2)C2CC2)=O)C1=O)=C\F (E)-2-(2-(aminomethyl)-3-fluoroallyl)-5-cyclopropyl-6,7-dihydroisoxazolo[4,5-c]pyridine-3,4(2H,5H)-dione hydrochloride